C(C)(C)N1C(NC(=CC1=O)N[C@H]1CCCCC2=C1C=CC=C2)=O (S)-3-isopropyl-6-((6,7,8,9-tetrahydro-5H-benzo[7]annulen-5-yl)amino)pyrimidine-2,4(1H,3H)-dione